octahydro-2H-pyrido[3,4-d][1,3]oxazin-2-one N1C(OCC2C1CNCC2)=O